C(C)(C)OC=1C=C2C(=NN(C2=CC1)C1OCCCC1)C1=NC=CC(=N1)C=1C=NN(C1C)C(C(=O)O)C 2-[4-[2-(5-isopropoxy-1-tetrahydropyran-2-yl-indazol-3-yl)pyrimidin-4-yl]-5-methyl-Pyrazol-1-yl]propionic acid